ClC=1C=C(OC2=NC(=NC(=C2)C2CCCC2)NS(=O)(=O)C=2C=NN(C2)C)C=CC1 N-[4-(3-chlorophenoxy)-6-cyclopentyl-pyrimidin-2-yl]-1-methyl-pyrazole-4-sulfonamide